C(C)(C)(C)NCC(COC1=CC=C(C=C1)C(\C=C\C1=CC(=C(C=C1)OC)OC)=O)O (E)-1-[4-[3-(Tert-butylamino)-2-hydroxypropoxy]phenyl]-3-(3,4-dimethoxyphenyl)prop-2-en-1-one